N-vinyl-2-piperidone C(=C)N1C(CCCC1)=O